N1C=CC2=CC=C(C=C12)C1=C(NC=2C1=NC=CC2)C2=C(C=NC=C2)OCCN(C(OC(C)(C)C)=O)C tert-butyl [2-({4-[3-(1H-indol-6-yl)-1H-pyrrolo[3,2-b]pyridin-2-yl]pyridin-3-yl}oxy)ethyl]methylcarbamate